CCCCC/C=C/C=C\C(=O)O 2z,4e-decadienoic acid